3,5-bis(2-carboxypropoxy)benzaldehyde C(=O)(O)C(COC=1C=C(C=O)C=C(C1)OCC(C)C(=O)O)C